NC1=NC=CC(=C1)NC1=C(C(N(C2=NC(=CC=C12)C(F)(F)F)C1=CC=CC=C1)=O)C#N 4-((2-Aminopyridin-4-yl)amino)-2-oxo-1-phenyl-7-(trifluoromethyl)-1,2-dihydro-1,8-naphthyridine-3-Formonitrile